FC(C1=NC(=CC=C1)N1C[C@@H](CCC1)CN1C[C@@H](C([C@@H](C1)OCC1=CC=CC=C1)OCC1=CC=CC=C1)OCC1=CC=CC=C1)(F)F 2-(trifluoromethyl)-6-((S)-3-(((3S,4S,5R)-3,4,5-tris(benzyloxy)piperidin-1-yl)methyl)piperidin-1-yl)pyridine